titanium copper iron sodium manganate [Mn](=O)(=O)([O-])[O-].[Na+].[Fe+2].[Cu+2].[Ti+4]